NC1=C(C=CC=C1F)NC(C)=O N-(2-amino-3-fluorophenyl)acetamide